sodium (2S)-2-(4-chloro-2-propylphenoxy)propanoic acid ClC1=CC(=C(O[C@H](C(=O)O)C)C=C1)CCC.[Na]